CCCCCCCCCCCCCCCCCCCCC(=O)OC[C@H](COP(=O)(O)OC[C@H](CO)O)OC(=O)CCCCCCC/C=C\C/C=C\CCCCC 1-heneicosanoyl-2-(9Z,12Z-octadecadienoyl)-glycero-3-phospho-(1'-sn-glycerol)